CC=1C2=CN(N=C2C=CC1B1OC(C(O1)(C)C)(C)C)C([2H])([2H])[2H] 4-Methyl-2-(methyl-d3)-5-(4,4,5,5-tetramethyl-1,3,2-dioxaborolan-2-yl)-2H-indazole